Methyl 2-(3-ethoxy-1-(2-ethoxy-2-oxoethyl)-1H-1,2,4-triazol-5-yl)benzoate C(C)OC1=NN(C(=N1)C1=C(C(=O)OC)C=CC=C1)CC(=O)OCC